2-(2,6-dioxopiperidin-3-yl)-4-((5-(2-fluoro-6-methylphenoxy)-1-methyl-1H-indazol-4-yl)amino)isoindoline O=C1NC(CCC1N1CC2=CC=CC(=C2C1)NC1=C2C=NN(C2=CC=C1OC1=C(C=CC=C1C)F)C)=O